[O-]P([O-])(=O)OP(=O)([O-])OP(=O)([O-])[O-].[Na+].[Na+].[Na+].[Na+].[Na+] Natrium triphosphat